isobutylcysteine C(C(C)C)N[C@@H](CS)C(=O)O